ClC1=CC(=CC(=N1)N1CCN(CC1)S(=O)(=O)C1=CC=C(C=C1)C1=C(C(=O)N)C=CC(=C1)CCN1CCC2C1CN(C2)C)C(F)(F)F [4-[4-[6-chloro-4-(trifluoromethyl)-2-pyridyl]piperazin-1-yl]sulfonylphenyl]-4-[2-(5-methyl-2,3,3a,4,6,6a-hexahydropyrrolo[2,3-c]pyrrol-1-yl)ethyl]benzamide